3-(benzyloxy)-9a-((4-fluorophenyl)sulfonyl)-6,6a,7,8,9,9a-hexahydro-5H-pyrrolo[2,3-h]Isoquinoline C(C1=CC=CC=C1)OC=1N=CC=2C3(C(CCC2C1)NCC3)S(=O)(=O)C3=CC=C(C=C3)F